8,8'-((2-hydroxy-cyclobutyl)azane-diyl)bis(N,N-didec-yloctanamide) OC1C(CC1)N(CCCCCCCC(=O)N(CCCCCCCCCC)CCCCCCCCCC)CCCCCCCC(=O)N(CCCCCCCCCC)CCCCCCCCCC